Fmoc-(1S,2R)-2-aminocyclohexanol C(=O)(OCC1C2=CC=CC=C2C2=CC=CC=C12)[C@]1([C@@H](CCCC1)N)O